2-(6-(((1S,2S,3R,5R)-2-fluoro-8-azabicyclo[3.2.1]octan-3-yl)(methyl)amino)pyridazin-3-yl)-5-(1-methyl-1H-imidazol-2-yloxy)phenol F[C@H]1[C@@H]2CC[C@H](C[C@H]1N(C1=CC=C(N=N1)C1=C(C=C(C=C1)OC=1N(C=CN1)C)O)C)N2